FC1=C(C=CC(=C1F)C=1C=NN(C1C1=NC=CC=C1)COCC[Si](C)(C)C)O 2,3-difluoro-4-(5-(pyridin-2-yl)-1-((2-(trimethylsilyl)ethoxy)methyl)-1H-pyrazol-4-yl)phenol